(E)-(1,3-diphenyl-5-styryl-1H-pyrazol-4-yl)(morpholine) C1(=CC=CC=C1)N1N=C(C(=C1\C=C\C1=CC=CC=C1)N1CCOCC1)C1=CC=CC=C1